CC1=C(C2=CC=CC=C2C=C1)N1C(N=CC2=C1N=CC=C2)=O 1-(2-Methylnaphthalen-1-yl)pyrido[2,3-d]pyrimidin-2(1H)-one